Cl.Cl.FC=1C=C(C#N)C=CC1COC1=NC(=CC=C1)N1CCNCC1 3-Fluoro-4-(((6-(piperazin-1-yl)pyridin-2-yl)oxy)methyl)benzonitrile bishydrochloride